(2R,4S)-1-(tert-Butoxycarbonyl)-4-(3-(methoxycarbonyl)benzyl)pyrrolidine-2-carboxylic acid C(C)(C)(C)OC(=O)N1[C@H](C[C@@H](C1)CC1=CC(=CC=C1)C(=O)OC)C(=O)O